ClC=1C=C2C=C(NC2=CC1C1=NC=C(N=C1)OC)CNC(=O)C=1N=COC1C N-{[5-chloro-6-(5-methoxy-2-pyrazinyl)-2-indolyl]methyl}-5-methyl-1,3-oxazole-4-carboxamide